FCCN1CCC(CC1)C(=O)O 1-(2-fluoroethyl)piperidine-4-carboxylic acid